C1(CCCC1)NC=1C2=C(N=C(N1)CCCCC)CCC(N2)(C)C N-cyclopentyl-6,6-dimethyl-2-pentyl-5H,6H,7H,8H-pyrido[3,2-d]pyrimidin-4-amine